S(=O)(=O)(OCCCCCCCCCCCCCCCCCCCCCCCCCCCCCC)[O-] triacontyl sulphate